4-[4-(2-aminoethyl)phenyl]-3-[2-methyl-6-[2-(trifluoromethyl)phenyl]pyrimidin-4-yl]oxybenzonitrile NCCC1=CC=C(C=C1)C1=C(C=C(C#N)C=C1)OC1=NC(=NC(=C1)C1=C(C=CC=C1)C(F)(F)F)C